tert-butyl 3-((5-(2-methyl-5-(2-(trifluoromethyl)isonicotinamido)phenyl)-3-morpholinopyridin-2-yl)ethynyl)pyrrolidine-1-carboxylate CC1=C(C=C(C=C1)NC(C1=CC(=NC=C1)C(F)(F)F)=O)C=1C=C(C(=NC1)C#CC1CN(CC1)C(=O)OC(C)(C)C)N1CCOCC1